BrC1=C(N(C2=C(C(=C(C=C12)OC)Cl)F)C)C=1NC(=NN1)C(COC)O 1-(5-(3-bromo-6-chloro-7-fluoro-5-methoxy-1-methyl-1H-indol-2-yl)-4H-1,2,4-triazol-3-yl)-2-methoxyethan-1-ol